C(C)C(C(C(=O)O)(CC)CC)(CCC(=O)O)C(=O)O triethyl-butane-1,2,4-tricarboxylic acid